tert-Butyl (2R,5S)-4-(5-(2-fluorophenyl)-7H-pyrrolo[2,3-d]pyrimidin-4-yl)-2,5-dimethylpiperazine-1-carboxylate FC1=C(C=CC=C1)C1=CNC=2N=CN=C(C21)N2C[C@H](N(C[C@@H]2C)C(=O)OC(C)(C)C)C